ClC1=NC(=NC(=C1)C1=CC=CC=C1)SC 4-Chloro-2-methylthio-6-phenyl-pyrimidine